ICCCC(C(=O)OC1=C2C(OCC2=C(C(=C1C/C=C(/CCC(=O)OC)\C)OC)C)=O)C Methyl (E)-6-(4-((5-iodo-2-methylpentanoyl)oxy)-6-methoxy-7-methyl-3-oxo-1,3-dihydroisobenzofuran-5-yl)-4-methylhex-4-enoate